CC(CCCCCC)(C=1C=CC=C(C1)O)C 5-(dimethylheptyl)phenol